C(C)(=O)OCC(C1=C(C=CC(=C1)F)OCOC)N1C=NC2=CC=C(C=C2C1=O)Br 2-(6-bromo-4-oxo-quinazolin-3-yl)-2-[5-fluoro-2-(methoxymethoxy) phenyl]Ethyl acetate